N-(4-{[3-bromo-4-[(2,4-difluorobenzyl)oxy]-6-methyl-2-oxopyridin-1(2H)-yl]methyl}benzyl)-2-methoxyacetamide BrC=1C(N(C(=CC1OCC1=C(C=C(C=C1)F)F)C)CC1=CC=C(CNC(COC)=O)C=C1)=O